1-{4-[(2-{3-[(4-methanesulfonyl-2-methoxyphenyl)amino]prop-1-yn-1-yl}-1-(2,2,2-trifluoroethyl)-1H-indol-4-yl)amino]piperidin-1-yl}-2-methylpropan-1-one CS(=O)(=O)C1=CC(=C(C=C1)NCC#CC=1N(C2=CC=CC(=C2C1)NC1CCN(CC1)C(C(C)C)=O)CC(F)(F)F)OC